CNCC1=CC=C(C=C1)OCC(F)(F)F N-methyl-1-(4-(2,2,2-trifluoroethoxy)phenyl)methanamine